tert-butyl (R)-2-((R)-1,2-dihydroxyethyl)pyrrolidine-1-carboxylate O[C@@H](CO)[C@@H]1N(CCC1)C(=O)OC(C)(C)C